2'-chloro-N-(5-(5-(difluoromethyl)-3-methylpyrazine-2-carbonyl)-5,6-dihydro-4H-pyrrolo[3,4-d]thiazol-2-yl)-5'-methoxy-6-methyl-[4,4'-bipyridine]-3-carboxamide ClC1=NC=C(C(=C1)C1=C(C=NC(=C1)C)C(=O)NC=1SC2=C(N1)CN(C2)C(=O)C2=NC=C(N=C2C)C(F)F)OC